(R)-2-chloro-6-(3-isopropoxypyrrolidin-1-yl)aniline ClC1=C(N)C(=CC=C1)N1C[C@@H](CC1)OC(C)C